4,5,9,10-pyrenetetrone C1=CC=C2C(C(C3=CC=CC=4C(C(C1=C2C34)=O)=O)=O)=O